1,2-Bis(3,4-epoxycyclohex-1-yl)ethan C1(CC2C(CC1)O2)CCC2CC1C(CC2)O1